CC(CN1C(=NC2=C1C=CC=C2)C2=CC=CC=C2)=C 1-(2-methyl-allyl)-2-phenylbenzimidazole